C(C1=CC=CC=C1)OC(=O)N[C@](C(=O)OC(C)C)(CC(C)(C)C)C=1C=C2C=CC(=NC2=CC1)C1CC1 isopropyl (R)-2-(((benzyloxy)carbonyl)amino)-2-(2-cyclopropyl quinolin-6-yl)-4,4-dimethylpentanoate